NC1=C(C=C(CNC(=O)N2CCC3(NC4=CC=C(C=C4[C@H](C3)O)F)CC2)C=C1)F (S)-N-(4-amino-3-fluorobenzyl)-6'-fluoro-4'-hydroxy-3',4'-dihydro-1'h-spiro[piperidine-4,2'-quinoline]-1-carboxamide